1-(3-buten-1-yl)-2,3,4,5,6-pentafluorobenzene C(CC=C)C1=C(C(=C(C(=C1F)F)F)F)F